(2R,3S,4S,5R)-N-(3-((1H-imidazol-2-yl)oxy)-4-fluorophenyl)-3-(3,4-difluoro-2-methoxyphenyl)-4,5-dimethyl-5-(trifluoromethyl)tetrahydrofuran-2-carboxamide N1C(=NC=C1)OC=1C=C(C=CC1F)NC(=O)[C@@H]1O[C@]([C@H]([C@H]1C1=C(C(=C(C=C1)F)F)OC)C)(C(F)(F)F)C